COCCOC1=NC=CC=C1 2-(2-methoxyethoxy)pyridin